CN(C(=O)[C@@H]1CN(CC[C@H]1NC(=O)C1=NOC(=C1)C1=C(C=C(C=C1)F)F)[C@@H]1[C@@H](CCC1)CC)C (3R,4R)-4-{[5-(2,4-difluoro-phenyl)-isoxazole-3-carbonyl]-amino}-1-((1S,2R)-2-ethyl-cyclopentyl)-piperidine-3-carboxylic acid dimethylamide